Tert-butyl (4-(((5S)-5-(((R)-1-(1H-pyrrolo[3,2-c]pyridin-2-yl)ethyl)carbamoyl)-1-((phenoxathiine-3-carbonyl)glycyl)pyrrolidin-3-yl)methoxy)butyl)carbamate N1C(=CC=2C=NC=CC21)[C@@H](C)NC(=O)[C@@H]2CC(CN2C(CNC(=O)C=2C=CC=1SC3=CC=CC=C3OC1C2)=O)COCCCCNC(OC(C)(C)C)=O